CC(=C)C(=O)OCCSSCCOC(=O)C(=C)C bis(2-methacryloyl)oxyethyl disulfide